ClC1=CN=C2N1N=C(C=C2)C=2C1=C(N=C(N2)NCC2CCN(CC2)C)NC=C1 (3-chloroimidazo[1,2-b]pyridazin-6-yl)-N-((1-methylpiperidin-4-yl)methyl)-7H-pyrrolo[2,3-d]pyrimidin-2-amine